BrC1=CC=C2C3(CC=4C(=NOC4C2=C1)NS(=O)(=O)C=1C(=NC=CC1)OC)CC3 N-(8'-bromo-4'H-spiro[cyclopropane-1,5'-naphtho[2,1-d]isoxazol]-3'-yl)-2-methoxypyridine-3-sulfonamide